O.Cl.N1=CN=C2N=CNC2=C1N adenine hydrochloride hydrate